C[C@]12CC(C[C@](CC1)(N2)C)N(C=2SC1=C(N2)SC(=N1)N1C=NC(=CC1=O)C=1C=NNC1)C 3-(5-{[(1R,3s,5S)-1,5-Dimethyl-8-azabicyclo[3.2.1]octan-3-yl](methyl)amino}[1,3]thiazolo[5,4-d][1,3]thiazol-2-yl)-6-(1H-pyrazol-4-yl)pyrimidin-4(3H)-on